4-fluoro-N-{phenyl-[4-(prop-2-yl)phenyl]methyl}-1-[2-(1,3-thiazol-4-yl)acetyl]pyrrolidine-2-carboxamide FC1CC(N(C1)C(CC=1N=CSC1)=O)C(=O)NC(C1=CC=C(C=C1)C(C)C)C1=CC=CC=C1